oxonorbornane O=C1C2CCC(C1)C2